(6-chloropyridazin-3-yl)hydrazine ClC1=CC=C(N=N1)NN